CN1C(=CC(=C1)C1=CC=NC=C1)C(=O)N[C@H](C)C1=CC=CC2=CC=CC=C12 1-methyl-N-[(1R)-1-(1-naphthyl)ethyl]-4-(4-pyridyl)pyrrole-2-carboxamide